CC1=C(C=CC(=C1)N1CC(OC(C1)C(F)(F)F)C)NC=1C=CC2=C(OCC(N2)=O)C1 7-((2-methyl-4-(2-methyl-6-(trifluoromethyl)morpholino)phenyl)amino)-2H-benzo[b][1,4]oxazin-3(4H)-one